trans-vinylidene isocyanate C(=C)(N=C=O)N=C=O